1-(4-(3-(4-fluorophenyl)-1,2,4-oxadiazol-5-yl)piperazin-1-yl)-2-(4-methyl-1,2,5-oxadiazol-3-yl)ethan-1-one FC1=CC=C(C=C1)C1=NOC(=N1)N1CCN(CC1)C(CC1=NON=C1C)=O